C1(CC1)C(=O)NC1=NC=CC(=C1)OC1=C(C=C(C=C1)NC(=O)C1=NC=2N(C(=C1)C=1SC=CC1)N=CC2)F N-{4-[2-(cyclopropanecarboxamido)pyridine-4-oxy]-3-fluorophenyl}-7-(2-thienyl)pyrazolo[1,5-a]pyrimidine-5-carboxamide